Hexyl-Pyrrolidine-3,4-Dicarboxamide C(CCCCC)N1CC(C(C1)C(=O)N)C(=O)N